6-[5-({[2-(cyclobutylmeth-oxy)pyridin-3-yl]methyl}-carbamoyl)-6-methoxypyridin-3-yl]-N-methyl-1H-indazole-3-carboxamide C1(CCC1)COC1=NC=CC=C1CNC(=O)C=1C=C(C=NC1OC)C1=CC=C2C(=NNC2=C1)C(=O)NC